BrC1=CC(=CC=2C(C(OC21)O)C(F)(F)F)C(=O)OC methyl 7-bromo-2-hydroxy-3-(trifluoromethyl)-2,3-dihydrobenzofuran-5-carboxylate